1-[4-(2-chloro-5-methylphenoxy)piperidin-1-yl]-2-{3-[(2R,6S)-2,6-dimethylmorpholine-4-carbonyl]-5,6-dihydrocyclopenta[c]pyrazol-1(4H)-yl}ethan-1-one ClC1=C(OC2CCN(CC2)C(CN2N=C(C3=C2CCC3)C(=O)N3C[C@H](O[C@H](C3)C)C)=O)C=C(C=C1)C